O=C1NC(CCC1N1C(N(C2=C1C=CC=C2N2CCN(CC2)[C@H]2[C@H](CN(CC2)C(=O)OC(C)(C)C)F)C)=O)=O tert-butyl (3S,4R)-4-(4-(1-(2,6-dioxopiperidin-3-yl)-3-methyl-2-oxo-2,3-dihydro-1H-benzo[D]imidazol-4-yl) piperazin-1-yl)-3-fluoropiperidine-1-carboxylate